CC1=C(C(=CC=C1)C)[NH-] 2,6-dimethylphenylamide